Benzyl 1-[4-(3,4-dichloro-2-fluoro-anilino)quinazolin-6-yl]-3-azabicyclo[3.1.0]hexane-3-carboxylate ClC=1C(=C(NC2=NC=NC3=CC=C(C=C23)C23CN(CC3C2)C(=O)OCC2=CC=CC=C2)C=CC1Cl)F